COC(=O)C1CCC(CC1)C1=C(NC=2N=CC=3C=CC(=CC3C21)C=2C=NN(C2)C)[Si](C)(C)C.ClC=2N=CSC2C2=NC(=C(C(=N2)Cl)Cl)Cl 4-chloro-5-(4,5,6-trichloropyrimidin-2-yl)thiazole methyl-4-(8-(1-methyl-1H-pyrazol-4-yl)-2-(trimethylsilyl)-3H-pyrrolo[2,3-c]isoquinolin-1-yl)cyclohexane-1-carboxylate